(2R,3S,4R,5R)-5-(4-amino-5-vinyl-7H-pyrrolo[2,3-d]pyrimidin-7-yl)-2-(((2-aminoquinolin-7-yl)oxy)methyl)-3-methyltetrahydrofuran-3,4-diol NC=1C2=C(N=CN1)N(C=C2C=C)[C@H]2[C@@H]([C@@]([C@H](O2)COC2=CC=C1C=CC(=NC1=C2)N)(O)C)O